4-chloro-1-{[2-(trimethylsilyl)ethoxy]methyl}-1H-pyrazolo[4,3-c]pyridine ClC1=NC=CC2=C1C=NN2COCC[Si](C)(C)C